N-(4-((dimethylamino)-methyl)pyridin-2-yl)-6-(pyridin-4-yl)benzo[d]-thiazol-2-amine CN(C)CC1=CC(=NC=C1)NC=1SC2=C(N1)C=CC(=C2)C2=CC=NC=C2